butyl-4-acetyl-3-(3-bromo-5-chlorophenyl)-2-methylpiperazine-1-carboxylate C(CCC)OC(=O)N1C(C(N(CC1)C(C)=O)C1=CC(=CC(=C1)Cl)Br)C